N-(3-methyl-1,1-dioxidothietan-3-yl)-4,5,6,7-tetrahydro-1H-indazole-6-carboxamide CC1(CS(C1)(=O)=O)NC(=O)C1CCC=2C=NNC2C1